(E)-7-[2,6-diisopropyl-4-(4-fluorophenyl)-5-phenoxymethyl-pyrid-3-yl]-3,5-dihydroxy-hept-6-enoate C(C)(C)C1=NC(=C(C(=C1/C=C/C(CC(CC(=O)[O-])O)O)C1=CC=C(C=C1)F)COC1=CC=CC=C1)C(C)C